BrC=1C=C2C(=CC1)NC([C@@]21CN(CC1)C([C@@H](N(C)C(=O)C=1NC2=CC(=CC(=C2C1)F)F)CC(C)C)=O)=O (3R,5'S)-5-bromo-1'-(N-(4,6-difluoro-1H-indole-2-carbonyl)-N-methyl-L-leucyl)-2-oxospiro[indoline-3,3'-pyrrolidine]